6-(1-methyl-1H-benzo[d]imidazol-6-yl)-2-(methylsulfinyl)-8-(6-(trifluoromethoxy)pyridin-3-yl)pyrido[2,3-d]pyrimidin-7(8H)-one CN1C=NC2=C1C=C(C=C2)C2=CC1=C(N=C(N=C1)S(=O)C)N(C2=O)C=2C=NC(=CC2)OC(F)(F)F